[Cd].C1(CCC1)N(CC(=O)NC=1N=CC2=CC=C(C=C2C1)C=1SC(=NN1)C)C 2-(cyclobutyl-(methyl)amino)-N-(6-(5-methyl-1,3,4-thiadiazol-2-yl)isoquinolin-3-yl)acetamide cadmium